ClC=1C=C2C=CN=C(C2=C(C1)Cl)C1=CC2=CC=CC=C2C(=C1OCOCCOC)C 6,8-dichloro-1-(3-((2-methoxyethoxy)methoxy)-4-methylnaphthalen-2-yl)isoquinoline